(6Z)-8-methoxy-6-methoxyimino-5,5-dimethyl-benzo[h]quinazoline-4,9-diamine COC=1C(=CC2=C(\C(\C(C=3C(=NC=NC23)N)(C)C)=N/OC)C1)N